CC1(C(C(=NC=C1)N)[N+](=O)[O-])N 4-methyl-3-nitropyridine-2,4-diamine